C(C)(C)(C)[Si](O[C@@H](C(=O)OCC1=CC=CC=C1)CC1=CC=C(C=C1)C=1CCOCC1)(C)C benzyl (2R)-2-[(tertbutyldimethylsilyl)oxy]-3-[4-(3,6-dihydro-2H-pyran-4-yl)phenyl]propanoate